ClC=1N=C(C2=C(N1)N(C=C2)C(CF)CF)Cl 2,4-dichloro-7-(1,3-difluoropropan-2-yl)-7H-pyrrolo[2,3-d]pyrimidine